N-(4-Methyl-1,1-dioxo-thian-4-yl)-6-[3-(2,2,2-trifluoroethoxy)pyrazin-2-yl]oxy-imidazo[1,2-b]pyridazine-2-carboxamide CC1(CCS(CC1)(=O)=O)NC(=O)C=1N=C2N(N=C(C=C2)OC2=NC=CN=C2OCC(F)(F)F)C1